N,N'-diphenyl-N,N'-bis(4-isopropylphenyl)anthracene-9,10-diamine C1(=CC=CC=C1)N(C=1C2=CC=CC=C2C(=C2C=CC=CC12)N(C1=CC=C(C=C1)C(C)C)C1=CC=CC=C1)C1=CC=C(C=C1)C(C)C